(S)-5-(((4-(3-chloro-4-(2-chloro-3-((2,4-difluoro-3-(((2-hydroxyethyl)amino)methyl)phenyl)amino)phenyl)pyridin-2-yl)-2-methoxybenzyl)amino)methyl)pyrrolidin-2-one ClC=1C(=NC=CC1C1=C(C(=CC=C1)NC1=C(C(=C(C=C1)F)CNCCO)F)Cl)C1=CC(=C(CNC[C@@H]2CCC(N2)=O)C=C1)OC